7-fluoro-3-((R)-5-methyl-2-oxothiazolin-3-yl)benzo[d]isoxazole-5-carbaldehyde FC1=CC(=CC=2C(=NOC21)N2C(SC(=C2)C)=O)C=O